C1(=CC=CC=C1)C(O)C1=C(C=CC=C1)C phenyl-2-methylphenylmethanol